5-[[2-[5-methyl-2-(3-oxoisoindolin-5-yl)-1-piperidyl]-2-oxo-acetyl]amino]pyridine-3-carboxamide CC1CCC(N(C1)C(C(=O)NC=1C=C(C=NC1)C(=O)N)=O)C=1C=C2C(NCC2=CC1)=O